5-methoxy-2-[[(4-methoxy-3,5-dimethyl-2-pyridinyl)methyl]mercapto]-1H-benzimidazole COC1=CC2=C(NC(=N2)SCC2=NC=C(C(=C2C)OC)C)C=C1